BrC1=C2CCCN(C2=CC=C1)C1=NC(=NC2=CC=C(C=C12)F)Cl 4-(5-bromo-3,4-dihydroquinolin-1(2H)-yl)-2-chloro-6-fluoroquinazoline